OC1CC(CC1O)NC([O-])=O (3,4-dihydroxycyclopentyl)carbamate